trimethoxy(octyl)silane tert-butyl-(R)-3-formylpyrrolidine-1-carboxylate C(C)(C)(C)OC(=O)N1C[C@@H](CC1)C=O.CO[Si](CCCCCCCC)(OC)OC